NC1=CC(C(C(=N1)N1CCC2(CC1)C(C1=CC=CC=C1C2)N)C)=O 6-amino-2-(1-amino-1,3-dihydro-spiro[inden-2,4'-piperidin]-1'-yl)-3-methylpyridin-4(3H)-one